C(C)(=O)OCC1=CC=CC=2C(OC3=CC(=CC(=C3C21)OC(C)=O)CCCCC)(C)C (1-acetoxy-6,6-dimethyl-3-pentyl-6H-benzo[c]chromen-10-yl)methyl acetate